CC1OCCC(C1)C1=CC(=CC=C1)O Methyl-4-(3-hydroxyphenyl)tetrahydropyran